C(C)(C)(C)OC(=O)N1[C@H](CC(CC1)C=1N=NC(=CC1)NC(=O)C1=CC2=CN(N=C2C=C1OCC)C)C.BrC1=CC=C(C=C1)S(=O)(=O)N1CCN(CC1)C1=CC=C(C=C1)C(F)(F)F 1-((4-bromophenyl)sulfonyl)-4-(4-(trifluoromethyl)phenyl)piperazine tert-butyl-(2S)-4-(6-(6-ethoxy-2-methyl-2H-indazole-5-carboxamido)pyridazin-3-yl)-2-methylpiperidine-1-carboxylate